OC(CCCCCCCC(=O)OC(CO)CO)CCCCCCCCCO 1,3-dihydroxypropan-2-yl 9,18-dihydroxyoctadecanoate